[Co](I)I cobaltous iodide